[I-].C(=C)C1=CC=C(C[NH2+]CCOC)C=C1 (p-vinylbenzyl)(methoxyethyl)ammonium iodide